N-(4-(7-(3-(2,4-dioxotetrahydropyrimidin-1(2H)-yl)benzoyl)-2,7-diazaspiro[3.5]non-2-yl)piperidin-1-yl)-3-methoxybenzamide O=C1N(CCC(N1)=O)C=1C=C(C(=O)N2CCC3(CN(C3)C3CCN(CC3)NC(C3=CC(=CC=C3)OC)=O)CC2)C=CC1